N-((3S,4S)-8-(5-((5-chloro-3-(2,3-dihydroxypropyl)-4-oxo-3,4-dihydroquinazoline-6-yl)thio)pyrazin-2-yl)-3-methyl-2-oxa-8-azaspiro[4.5]decan-4-yl)-2-methylpropane-2-sulfinamide ClC1=C2C(N(C=NC2=CC=C1SC=1N=CC(=NC1)N1CCC2([C@@H]([C@@H](OC2)C)NS(=O)C(C)(C)C)CC1)CC(CO)O)=O